3-[(2S)-5-[2-(2-aminoethoxy)ethoxy]-1-oxo-isoindolin-2-yl]piperidine-2,6-dione NCCOCCOC=1C=C2CN(C(C2=CC1)=O)C1C(NC(CC1)=O)=O